Thionicotinamide C(C1=CN=CC=C1)(=S)N